C(CCCCS)S 1,5-Pentaandithiol